BrC1=NN(C(=C1)C=C(C)C)C1=CC(=CC=C1)OC1CC1 3-Bromo-1-(3-cyclopropyloxyphenyl)-5-(2-methylprop-1-en-1-yl)-1H-pyrazole